ethyl oxovalerate O=C(C(=O)OCC)CCC